C1=CC=CC=2C3=CC=CC=C3C(C12)COC(=O)N[C@@H](CO)C(=O)O N-(9-fluorenylmethoxycarbonyl)-L-serine